N-(4-Vinylbenzoyl)thiourea C(=C)C1=CC=C(C(=O)NC(=S)N)C=C1